7-(trifluoromethyl)benzo[d]thiazol-4-amine FC(C=1C=CC(=C2N=CSC21)N)(F)F